C(C)(=O)C1=NN(C2=C(C=C(C=C12)C=C(C)C)CC=C)CC(=O)OC(C)(C)C tert-Butyl 2-(3-acetyl-7-allyl-5-(2-methylprop-1-en-1-yl)-1H-indazol-1-yl)acetate